C(#N)C1=CN=C2N1C(=CC(=C2)B(O)O)OC (3-Cyano-5-methoxy-imidazo[1,2-a]pyridin-7-yl)boronic acid